CN(CC1=CC=C(C=C1)C(F)(F)F)CC1=CC(=NC=C1)C=1C=C2CN(C(C2=CC1)=O)C1C(NC(CC1)=O)=O 3-(5-(4-((methyl(4-(trifluoromethyl)benzyl)amino)methyl)pyridin-2-yl)-1-oxoisoindolin-2-yl)piperidine-2,6-dione